14-heptyl-5-((5Z,8Z,11Z,14Z,17Z)-icosa-5,8,11,14,17-pentaen-1-yl)-12,12-dimethyl-13,15-dioxa-5-aza-12-silatricosan-1-ol C(CCCCCC)C(O[Si](CCCCCCN(CCCCO)CCCC\C=C/C\C=C/C\C=C/C\C=C/C\C=C/CC)(C)C)OCCCCCCCC